NC1=NCSS1 5-Amino-1,2,4-dithiazole